CCCCCCCCCCCCCCC[C@H]([C@H](COP(=O)([O-])OCC[N+](C)(C)C)NC(=O)CCCCCCCCC/C=C\\CCCCCC)O The molecule is an N-octadecenoylsphinganine-1-phosphocholine obtained by formal condensation of the carboxy group of (11Z)-octadecenoic acid with the amino group of sphinganine-1-phosphocholine. It has a role as a mouse metabolite and a rat metabolite. It derives from a cis-vaccenic acid.